N-((3R,5S)-5-((1H-1,2,3-Triazol-1-yl)methyl)pyrrolidin-3-yl)-5-(5-cyano-2-cyclopropylphenyl)oxazole-2-carboxamide TFA salt OC(=O)C(F)(F)F.N1(N=NC=C1)C[C@@H]1C[C@H](CN1)NC(=O)C=1OC(=CN1)C1=C(C=CC(=C1)C#N)C1CC1